(S)-N-(1-((3-fluoro-5-chloropyridin-2-yl)oxy)butan-2-yl)-5-chloro-2-methyl-6-difluoromethylpyrimidin-4-amine FC=1C(=NC=C(C1)Cl)OC[C@H](CC)NC1=NC(=NC(=C1Cl)C(F)F)C